ClC=1C=C(C=CC1Cl)/C=C/C(=O)OCCC1=CC=CC=C1 (E)-phenethyl 3-(3,4-dichlorophenyl)acrylate